OCC=1SC=CC1S(=O)(=O)N(CC1=CC(=CC=C1)OC)CC1=CC(=CC=C1)OC 2-(hydroxymethyl)-N,N-bis(3-methoxybenzyl)thiophene-3-sulfonamide